(11R)-5,11,30-trimethyl-7-oxa-4,5,13,18,24,26,31-heptaazahexacyclo[26.3.1.0^{2,6}.0^{13,25}.0^{14,23}.0^{15,20}]dotriaconta-1(31),2(6),3,14,20,22,24,28(32),29-nonaen-27-one CN1N=CC=2C3=NC(=CC(C(NC4=NC5=CC=C6CNCCC6=C5N4C[C@@H](CCCOC12)C)=O)=C3)C